FC1=NC=CC(=N1)NCCC(=O)NC=1C=NN(C1)CC(=O)N1CC(CCCC1)OC1=CC=C(C=C1)C 3-[(2-fluoropyrimidin-4-yl)amino]-N-[1-[2-[3-(4-methylphenoxy)azepan-1-yl]-2-oxo-ethyl]pyrazol-4-yl]propanamide